triethyl-iodosulfide C(C)[IH](CC)(CC)S[IH](CC)(CC)CC